(S)-3-amino-4-(5-(4-((5-cyano-3-fluoropyridin-2-yl)oxy)-3-fluorophenyl)-2H-tetrazol-2-yl)butanoic acid hydrochloride Cl.N[C@@H](CC(=O)O)CN1N=C(N=N1)C1=CC(=C(C=C1)OC1=NC=C(C=C1F)C#N)F